(R)-(2'-hydroxy-[1,1'-binaphthyl]-2-yl)di-p-tolyl-phosphine oxide OC1=C(C2=CC=CC=C2C=C1)C1=C(C=CC2=CC=CC=C12)P(C1=CC=C(C=C1)C)(C1=CC=C(C=C1)C)=O